2-{1-[(1-methylcyclopropyl)methyl]-1H-pyrazol-4-yl}-5-nitrobenzoic acid methyl ester COC(C1=C(C=CC(=C1)[N+](=O)[O-])C=1C=NN(C1)CC1(CC1)C)=O